3-((6-(3-Chloro-1H-pyrazol-4-yl)-1-oxo-2,7-naphthyridin-2(1H)-yl)methyl)-N-(methyl-d3)benzamide ClC1=NNC=C1C=1C=C2C=CN(C(C2=CN1)=O)CC=1C=C(C(=O)NC([2H])([2H])[2H])C=CC1